(4-(2-(trifluoromethyl)pyrimidin-5-yl)phenyl)propenamide FC(C1=NC=C(C=N1)C1=CC=C(C=C1)C(C(=O)N)=C)(F)F